N1=CC=C(C=C1)C1=CC=C(C=C1)C1=CC=2C(S1)=CC1=C(SC(=C1)C1=CC=C(C=C1)C1=CC=NC=C1)C2 2,6-bis[4-(pyridine-4-yl)phenyl]benzo[1,2-b:4,5-b']dithiophene